C[N+](CC(C)(C)C)(C)C.FC(C(C(C(F)(F)F)(F)F)(F)F)(S(=O)(=O)[O-])F perfluorobutanesulfonic acid trimethylneopentylammonium salt